2-(5-methylpyridin-2-yl)acetonitrile CC=1C=CC(=NC1)CC#N